C1N(CCC12CNCC2)[C@H]2CC[C@H](CC2)N2C=C(C1=C2N=CN=C1N)C1=CC=C(C=C1)OC1=CC=CC=C1 7-((cis)-4-(2,7-diazaspiro[4.4]non-2-yl)cyclohexyl)-5-(4-phenoxyphenyl)-7H-pyrrolo[2,3-d]pyrimidin-4-amine